3-(3-(sec-butyl)-2-oxo-1,2,3,5-tetrahydro-4H-benzo[1,4]diazepin-4-yl)-4-(dimethylamino)cyclobut-3-ene-1,2-dione C(C)(CC)C1C(NC2=C(CN1C=1C(C(C1N(C)C)=O)=O)C=CC=C2)=O